N6-(tert-butoxycarbonyl)-N2-((S)-2-(4-oxo-4-phenylbutanoyl)-1,2,3,4-tetrahydroisoquinoline-3-carbonyl)-L-lysine C(C)(C)(C)OC(=O)NCCCC[C@H](NC(=O)[C@H]1N(CC2=CC=CC=C2C1)C(CCC(C1=CC=CC=C1)=O)=O)C(=O)O